4-(2-iodoethyl)piperidine ICCC1CCNCC1